NCCCN1CCC(CC1)OC1CCN(CC1)C1=CC2=C(N(C(N2C)=O)C2C(NC(CC2)=O)=O)C=C1 3-[5-[4-[[1-(3-aminopropyl)-4-piperidyl]oxy]-1-piperidyl]-3-methyl-2-oxo-benzimidazol-1-yl]piperidine-2,6-dione